ethyl 7,7-dimethyl-2,5-dioxo-5,6,7,8-tetrahydro-2H-chromene-3-carboxylate CC1(CC(C=2C=C(C(OC2C1)=O)C(=O)OCC)=O)C